ClC1=CC(=C(C=C1)N1C(C(N(C(C1)=O)CC1=CC=C(C=C1)C(F)(F)F)(C)CO)=O)F 1-(4-chloro-2-fluorophenyl)-3-(hydroxymethyl)-3-methyl-4-(4-(trifluoro-methyl)benzyl)piperazine-2,5-dione